[3-hydroxy-3-(piperidin-2-yl)azetidin-1-yl]-methanone OC1(CN(C1)C=O)C1NCCCC1